C1=CC(=CC=C1C2=CC=C(C=C2)C(=O)Cl)C(=O)Cl 4,4'-diphenyldicarbonyl chloride